FC(OC1=C(SC=C1)CNCC[C@]1(CCOC2(CCCC2)C1)C1=NC=CC=C1)F (R)-N-((3-(difluoromethoxy)thiophen-2-yl)methyl)-2-(9-(pyridin-2-yl)-6-oxaspiro[4.5]decan-9-yl)ethylamine